sodium N-bromo-p-toluenesulphonamidate BrNS(=O)(=O)C1=CC=C(C)C=C1.[Na]